5-(5-chloropyrimidin-2-yl)oxy-2-isopropyl-4-(4,4,4-trifluorobutyl)quinazoline ClC=1C=NC(=NC1)OC1=C2C(=NC(=NC2=CC=C1)C(C)C)CCCC(F)(F)F